ClC1=CC=C(C=C1)C(N1CCN(CC1)CC1=NC2=CC=CC=C2C(=N1)O)C1=CC=C(C=C1)Cl 2-(4-[Bis(4-chlorophenyl)methyl]piperazin-1-ylmethyl)quinazolin-4-ol